2,3,6,7,10,11-hexahydro-triphenylene hydrate O.C=1CCC=C2C3=CCCC=C3C3=CCCC=C3C12